C(C1=CC=CC=C1)(C1=CC=CC=C1)(C1=CC=CC=C1)SCC(CSC(C1=CC=CC=C1)(C1=CC=CC=C1)C1=CC=CC=C1)O 1,3-bis(tritylthio)propan-2-ol